rel-N-[(3S,4R)-4-({[(1s,4S)-4-(2-methoxyphenyl)cyclohexyl]oxy}methyl)-7-methyl-6-oxo-1,3,4,6-tetrahydro-2H-quinolizin-3-yl]methanesulfonamide COC1=C(C=CC=C1)C1CCC(CC1)OC[C@H]1[C@H](CCC2=CC=C(C(N12)=O)C)NS(=O)(=O)C |o1:16,17|